4-(6-Methoxy-5-methylpyridin-3-yl)bicyclo[2.2.2]octane-1-carbaldehyde COC1=C(C=C(C=N1)C12CCC(CC1)(CC2)C=O)C